3-(1-Boc-4-piperidinyl)-1-propanol C(=O)(OC(C)(C)C)N1CCC(CC1)CCCO